N-(4-(2-(((1r,4r)-4-aminocyclohexyl)-amino)-8-ethyl-quinazolin-6-yl)-3-methylphenyl)-2-fluorobenzene-sulfonamide, formate salt C(=O)O.NC1CCC(CC1)NC1=NC2=C(C=C(C=C2C=N1)C1=C(C=C(C=C1)NS(=O)(=O)C1=C(C=CC=C1)F)C)CC